O=C1N(CC=2C3=C(C=CC12)C=CC(=C3)C3=NC=CC=C3)CC(C(=O)NCC(=O)OC)=C methyl 2-(2-{[3-oxo-8-(pyridin-2-yl)-1H,2H,3H-benzo[e]isoindol-2-yl]methyl}prop-2-enamido)acetate